dioxo-benzothiophene-3(2H)-one O=C1S(C2=C(C1=O)C=CC=C2)=O